nitrogen α-ethyl bromoisobutyrate BrC(C(=O)OCC)(C)C.[N]